2-(1,4-diazepan-1-yl)-N-methyl-4-((2-(methylsulfonyl)phenyl)amino)pyrimidine-5-carboxamide hydrochloride Cl.N1(CCNCCC1)C1=NC=C(C(=N1)NC1=C(C=CC=C1)S(=O)(=O)C)C(=O)NC